tert-butyl 4-[1-(oxan-4-yl)pyrazolo[4,3-c]pyridin-3-yl]-2,3-dihydroquinoxaline-1-carboxylate O1CCC(CC1)N1N=C(C=2C=NC=CC21)N2CCN(C1=CC=CC=C21)C(=O)OC(C)(C)C